2,4-dichloro-7-(3-fluoro-4-morpholinophenyl)-5,5-dimethyl-5,7-dihydro-6H-pyrrolo[2,3-d]pyrimidin-6-one ClC=1N=C(C2=C(N1)N(C(C2(C)C)=O)C2=CC(=C(C=C2)N2CCOCC2)F)Cl